C(CCC)N(CC(CC)O)CC(CC)O N-Butyl-N,N-bis(2-hydroxybutyl)amin